mesaconic acid monoethyl ester C(C)OC(\C(\C)=C\C(=O)O)=O